C1(CCCCCC1)NC(COC1=CC=C2C=CC(=CC2=C1)/C=C/C(=O)OC)=O Methyl (E)-3-(7-(2-(cycloheptylamino)-2-oxoethoxy)naphthalen-2-yl)acrylate